3-[tert-butyl(dimethyl)silyl]oxy-2-methyl-2-[2-methylsulfanyl-4-[(tributyl-phosphanylidene)amino]pyrimidin-5-yl]propan-1-ol [Si](C)(C)(C(C)(C)C)OCC(CO)(C=1C(=NC(=NC1)SC)N=P(CCCC)(CCCC)CCCC)C